C(C)(=O)SCC(C(=O)O)C 3-(acetylthio)-2-methylpropanoic acid